C(C1=CC=CC=C1)O[C@@H]1[C@@H]([C@@H](O[C@@H]([C@@H]1OCC1=CC=CC=C1)COCC1=CC=CC=C1)OC)N1CCOCC1 4-((2R,3S,4R,5R,6R)-4,5-bis(benzyloxy)-6-((benzyloxy)methyl)-2-methoxytetrahydro-2H-pyran-3-yl)morpholine